N-diethoxyphosphoryl-1H-benzimidazol-2-amine C(C)OP(=O)(OCC)NC1=NC2=C(N1)C=CC=C2